N-(adamantan-1-ylmethyl)-3-(dimethylamino)piperidine-1-carboxamide C12(CC3CC(CC(C1)C3)C2)CNC(=O)N2CC(CCC2)N(C)C